3,3'-(1,4-phenylene)bis(2-(4-(dimethylamino)phenyl)acrylonitrile) C1(=CC=C(C=C1)C=C(C#N)C1=CC=C(C=C1)N(C)C)C=C(C#N)C1=CC=C(C=C1)N(C)C